C(C)NC(=O)CCC(=O)O 3-(ETHYLCARBAMOYL)PROPANOIC ACID